(S)-2-cyclopentyl-1-(2-(hexahydropyrrolo[1,2-a]pyrazin-2(1H)-yl)-7,8-dihydro-1,6-naphthyridin-6(5H)-yl)ethan-1-one C1(CCCC1)CC(=O)N1CC=2C=CC(=NC2CC1)N1C[C@H]2N(CC1)CCC2